benzyl-2H-thieno[3,2-d][1,3]oxazine-2,4(1H)-dione C(C1=CC=CC=C1)N1C(OC(C2=C1C=CS2)=O)=O